C(C)(C)C1=C(C=C(C=C1)C)N1C(SCC1=O)=NC(NC1=CC=C(C=C1)CC)=O 4-(3-(3-(2-isopropyl-5-methylphenyl)-4-oxothiazolidine-2-ylidene)ureido)phenylethane